1H-imidazo[4,5-b]pyridine-2-carbonitrile N1C(=NC2=NC=CC=C21)C#N